Kalium tertbutanolat C(C)(C)(C)[O-].[K+]